3-iodo-1-methyl-4,6-dihydro-1H-pyrrolo[3,4-c]pyrazole-5-carboxylic acid tert-butyl ester C(C)(C)(C)OC(=O)N1CC=2N(N=C(C2C1)I)C